C(#N)C=1C=C(C=CC1N1C[C@@H](N(CC1)C(=O)NC=1N=C(SC1)C#C)CO)C1=CC(=CC=C1)N1CCCC1 (R)-4-(3-cyano-3'-(pyrrolidin-1-yl)-[1,1'-biphenyl]-4-yl)-N-(2-ethynyl-thiazol-4-yl)-2-(hydroxymethyl)piperazine-1-carboxamide